1-methyl-3-methylimidazole perchlorate salt Cl(=O)(=O)(=O)O.CN1CN(C=C1)C